3-(2-Chloro-6-methyl-4-pyridyl)-2-(3-cyanophenyl)-N-[(1-hydroxycyclobutyl)methyl]pyrazolo[1,5-a]pyrimidine-5-carboxamide ClC1=NC(=CC(=C1)C=1C(=NN2C1N=C(C=C2)C(=O)NCC2(CCC2)O)C2=CC(=CC=C2)C#N)C